1,2-DICHLORo-3,3-DIFLUORo-1-PROPEN ClC=C(C(F)F)Cl